N-(3-bromo-2-chlorophenyl)-1-methyl-4,5,6,7-tetrahydro-1H-imidazo[4,5-c]pyridine-2-carboxamide BrC=1C(=C(C=CC1)NC(=O)C=1N(C2=C(CNCC2)N1)C)Cl